2-chloro-6-((2S,5R)-4-(1-(4-chlorophenyl)-3-methylbutyl)-2,5-dimethylpiperazin-1-yl)-9H-purine ClC1=NC(=C2N=CNC2=N1)N1[C@H](CN([C@@H](C1)C)C(CC(C)C)C1=CC=C(C=C1)Cl)C